(phenylethynyl)pyrrolidine-1-carboxylic acid tert-butyl ester C(C)(C)(C)OC(=O)N1C(CCC1)C#CC1=CC=CC=C1